F[C@@H]1[C@@H](COC1)NC1=CC=C2C=NC(=NC2=C1)NC1=C(C=C2CCN(CC2=C1)C)OC N~7~-[(3R,4R)-4-fluorooxolan-3-yl]-N~2~-(6-methoxy-2-methyl-1,2,3,4-tetrahydroisoquinolin-7-yl)quinazoline-2,7-diamine